4-[cyclopropyl-[4-(5,6,7,8-tetrahydro-1,8-naphthyridin-2-yl)butyl]amino]-2-[(5-fluoroindan-1-yl)oxycarbonylamino]butanoic acid C1(CC1)N(CCC(C(=O)O)NC(=O)OC1CCC2=CC(=CC=C12)F)CCCCC1=NC=2NCCCC2C=C1